N-(4-(5-(4-methoxyphenyl)-4,5-dihydroisoxazol-3-yl)phenyl)acetamide COC1=CC=C(C=C1)C1CC(=NO1)C1=CC=C(C=C1)NC(C)=O